FC1=C(OC2=NC=C(C=N2)CN2C(CC[C@@H]2C)=O)C=CC(=C1)F (5S)-1-{[2-(2,4-difluorophenoxy)pyrimidine-5-yl]methyl}-5-methylpyrrolidine-2-one